4-(tert-butyl)-2-(4-fluorophenyl)-1H-imidazole C(C)(C)(C)C=1N=C(NC1)C1=CC=C(C=C1)F